[Br-].[NH4+].CC=1C(=C(C(=C(C1)B(O)O)CCN)C)C dimethyl-aminoethyl-4-methylphenylboronic acid ammonium bromide